2-hexen-1-one hydrochloride Cl.C(C=CCCC)=O